C(C)(C)(C)OC(=O)N1CC2(C1)CCC(CC2)NC2=NC=C(C=C2)C(F)(F)F 7-[[5-(trifluoromethyl)-2-pyridinyl]amino]-2-azaspiro[3.5]nonane-2-carboxylic acid tert-butyl ester